BrC=1C=C2C(=NN(C2=CC1Cl)C1OCCCC1)CCCC#N 4-(5-Bromo-6-chloro-1-(tetrahydro-2H-pyran-2-yl)-1H-indazol-3-yl)butanenitrile